N-(5-(2-(((1r,4r)-4-(Dimethylamino)cyclohexyl)amino)-8-isopropyl-7-oxo-7,8-dihydropyrido[2,3-d]pyrimidin-6-yl)-6-methylpyridin-2-yl)-2-fluoro-3-methylbenzenesulfonamide CN(C1CCC(CC1)NC=1N=CC2=C(N1)N(C(C(=C2)C=2C=CC(=NC2C)NS(=O)(=O)C2=C(C(=CC=C2)C)F)=O)C(C)C)C